Cis-(4aS,9bS)-3,3-dimethyl-7-(trifluoromethoxy)-1,2,3,4,4a,9b-hexahydrobenzofuro[3,2-b]pyridine hydrochloride Cl.CC1(C[C@H]2[C@@H](NC1)C1=C(O2)C=C(C=C1)OC(F)(F)F)C